C(C)C1=C(COC2=CC=CC3=C2C(=NO3)NC=3C=NC=CC3)C=CC=C1 4-(2-ethylbenzyloxy)-3-(pyridin-3-ylamino)benzo[d]isoxazole